BrCC(=O)C=1N=C2N(C=C(C=C2)C(F)(F)F)C1SCC 2-bromo-1-[3-ethylsulfanyl-6-(trifluoromethyl)imidazo[1,2-a]pyridin-2-yl]ethanone